5-[4-(tert-butoxycarbonyl)-3-methylpiperazin-1-yl]-3-fluorothiophene-2-carboxylic acid C(C)(C)(C)OC(=O)N1C(CN(CC1)C1=CC(=C(S1)C(=O)O)F)C